1-(1-dodecyl)-2-methyl-3-ethylpyridinium C(CCCCCCCCCCC)[N+]1=C(C(=CC=C1)CC)C